7-((4-bromobenzyl)oxy)-4-trifluoromethyl-2H-1-benzopyran-2-one BrC1=CC=C(COC2=CC3=C(C(=CC(O3)=O)C(F)(F)F)C=C2)C=C1